4-methyl-N-[(E)-[2-(1-methylpyrazol-4-yl)pyrimidin-4-yl]methyleneamino]benzenesulfonamide CC1=CC=C(C=C1)S(=O)(=O)N/N=C/C1=NC(=NC=C1)C=1C=NN(C1)C